ClCC=1N=C2N(C=C(C=C2)C2=NN(C3=CC=C(C=C23)C(=O)N)C)C1 [2-(chloromethyl)imidazo[1,2-a]pyridin-6-yl]-1-methyl-indazole-5-carboxamide